tert-butyl 2-(4-iodopyrazol-1-yl)-7-azaspiro[3.5]nonane-7-carboxylate IC=1C=NN(C1)C1CC2(C1)CCN(CC2)C(=O)OC(C)(C)C